C(C)(C)(C)OC(=O)N(C)CC1CN(CCO1)C(=O)OCC1=CC=CC=C1 benzyl 2-[[tert-butoxycarbonyl(methyl)amino]methyl]morpholine-4-carboxylate